ClC1=NC(=C2N=CN(C2=N1)[C@@H]1SC[C@H]([C@H]1O)O)NCC=1C=[N+](C=C(C1)C(F)(F)F)[O-] (2R,3R,4S)-2-[2-chloro-6-[[1-oxido-5-(trifluoromethyl)pyridin-1-ium-3-yl]methylamino]purin-9-yl]tetrahydrothiophene-3,4-diol